3-((4-(4-phenyl-1H-indol-1-yl)benzyl)oxy)isoxazole-5-carboxylic acid C1(=CC=CC=C1)C1=C2C=CN(C2=CC=C1)C1=CC=C(COC2=NOC(=C2)C(=O)O)C=C1